C[N+](CCCNC(CCCCCCC\C=C/CCCCCCCC)=O)(C)CS(=O)(=O)[O-] (Z)-{dimethyl [3-(octadec-9-enamido)propyl] ammonio}-methanesulfonate